2-methylamino-1,2-diphenylethanol CNC(C(O)C1=CC=CC=C1)C1=CC=CC=C1